2-(2-isothiocyanatophenyl)-3-(2-nitro-1-(thiophen-2-yl)ethyl)-1H-indole N(=C=S)C1=C(C=CC=C1)C=1NC2=CC=CC=C2C1C(C[N+](=O)[O-])C=1SC=CC1